C1(CCCCC1)C1=CC=C(NC2CCC(CC2)C)C=C1 4-cyclohexyl-N-(4-methylcyclohexyl)aniline